2-[4-(thiomorpholin-4-yl)butyl]-2,3-dihydropyridazin-3-one N1(CCSCC1)CCCCN1N=CC=CC1=O